(Z)-1-(2-fluoro-2-nitrovinyl)-4-tert-butylbenzene F\C(=C/C1=CC=C(C=C1)C(C)(C)C)\[N+](=O)[O-]